C(C)OC(CCN(C(=O)C1=CC2=C(S1)C=C(C(=C2)OCCCOC2=CC1=C(SC(=C1)C(CCC(=O)OCC)=O)C=C2OC)OC)C)=O ethyl 4-(5-(3-((2-((3-ethoxy-3-oxopropyl)(methyl)carbamoyl)-6-methoxybenzo[b]thiophen-5-yl)oxy)propoxy)-6-methoxybenzo[b]thiophen-2-yl)-4-oxobutyrate